C(C)OC=1C=C(C=CC1C)C1CCC2(CN(C2)C(=O)C2CC(C2)(C)O)CC1 (7-(3-Ethoxy-4-methylphenyl)-2-azaspiro[3.5]nonan-2-yl)((1s,3s)-3-hydroxy-3-methylcyclobutyl)methanone